FC(C(=O)O)(F)F.FC(OC1=CC=C(C=C1)C1=CC=C(C=C1)SCC=1N=NNC1C(=O)O)(F)F 4-(((4'-(trifluoromethoxy)-[1,1'-biphenyl]-4-yl)thio)methyl)-1H-1,2,3-triazole-5-carboxylic acid 2,2,2-trifluoroacetate